4,4'-Dichlorodibutyl Ether C(CCCl)COCCCCCl